BrC1=C(C=C(C=C1C)F)NC(CC(OC)OC)=O N-(2-bromo-5-fluoro-3-methylphenyl)-3,3-dimethoxypropanamide